(4aR,8aS)-6-(5-(2-methylphenoxy)-3,3a,4,5,6,6a-hexahydro-1H-cyclopenta[c]pyrrole-2-carbonyl)-4,4a,5,7,8,8a-hexahydropyrido[4,3-b][1,4]oxazin-3-one CC1=C(OC2CC3C(CN(C3)C(=O)N3C[C@@H]4[C@@H](OCC(N4)=O)CC3)C2)C=CC=C1